C(C=C)(=O)OCC(CN=[N+]=[N-])O 3-azido-2-hydroxypropyl acrylate